4-vinyl-pyridine C(=C)C1=CC=NC=C1